S(=O)(=O)(O)O.OC1[C@H](O)[C@@H](O)[C@H](O)[C@H](O1)CO glucopyranose sulfate